C(C)(C)(C)C1=CC=C(CBr)C=C1 4-(tert.butyl)benzyl bromide